C(C)(C)(C)OC(=O)N[C@@H](CCCCNC(CCOCCOCCOCCOCCOCCOC)=O)C(=O)O (S)-26-((tert-butoxycarbonyl)amino)-20-oxo-2,5,8,11,14,17-hexaoxa-21-azaheptacosan-27-oic acid